C(C)(C)NCC N-Isopropyl-N-ethylamin